1,4-bis[4-(3-acryloxypropoxy)benzoyloxy]-benzene C(C=C)(=O)OCCCOC1=CC=C(C(=O)OC2=CC=C(C=C2)OC(C2=CC=C(C=C2)OCCCOC(C=C)=O)=O)C=C1